(R)-4-(3-(3-chloropyridin-2-yloxy)pyrrolidin-1-yl)biphenyl-3-carboxamide ClC=1C(=NC=CC1)O[C@H]1CN(CC1)C1=C(C=C(C=C1)C1=CC=CC=C1)C(=O)N